tert-butyl (4-((dimethylamino)methyl)benzyl)carbamate CN(C)CC1=CC=C(CNC(OC(C)(C)C)=O)C=C1